N1(CCNCC1)C(=O)C1=CC=C(C=C1)C1=NC2=CC=C3C(=C2C=2CCCCC12)C=NN3 Piperazin-1-yl-(4-(8,9,10,11-tetrahydro-3H-pyrazolo[4,3-a]phenanthridin-7-yl)phenyl)methanone